I(=O)(=O)O.S1C(=CC=C1)CCN 2-thiopheneethylamine iodate